C(C1=CC=CC=C1)OC(=O)NCC1(CCCC1)N(C(OC(C)(C)C)=O)C tert-butyl (1-((((benzyloxy)carbonyl)amino)methyl)cyclopentyl)(methyl)carbamate